COC(=O)C1=C2C(=NC=C1)N(C=N2)COCC[Si](C)(C)C.FC(C2=CC=C(C=C2)CCC)(F)F 1-[4-(trifluoromethyl)phenyl]propane methyl-3-((2-(trimethylsilyl)ethoxy)methyl)-3H-imidazo[4,5-b]pyridine-7-carboxylate